(6-Amino-2,4-dioxo-3-(prop-2-yn-1-yl)-1,2,3,4-tetrahydropyrimidin-5-yl)-3-(4-iso-propylphenyl)propanamide NC1=C(C(N(C(N1)=O)CC#C)=O)C(C(=O)N)CC1=CC=C(C=C1)C(C)C